3-cyclopropylpropionic acid methyl ester COC(CCC1CC1)=O